C(C)C1COCCN1CC(=O)NC=1C=C(C(=NC1)C)NC(=O)C=1C=NN2C1SC(=C2)C=2C=NN(C2)C N-(5-(2-(3-ethylmorpholino)acetamido)-2-methylpyridin-3-yl)-2-(1-methyl-1H-pyrazol-4-yl)pyrazolo[5,1-b]Thiazole-7-carboxamide